ClC=1C=C(C=C(C1)Cl)C1=CC=C2N(CC(NC2=C1)=O)C(C1=CC(=C(C(=C1)OC)OC)OC)=O 7-(3,5-dichlorophenyl)-4-(3,4,5-trimethoxybenzoyl)-3,4-dihydroquinoxalin-2(1H)-one